BrC1=CC=CC2=C1OC(CN2C(=O)OC(C)(C)C)C#C tert-Butyl 8-bromo-2-ethynyl-2,3-dihydro-4H-benzo[b][1,4]oxazine-4-carboxylate